FC1=CC=C(OC2=CC=C(C=N2)S(=O)(=O)N2C[C@@H]3CC[C@H](C2)N3C(=O)N3CCOCC3)C=C1 (1S,2R,5R)-3-((6-(4-fluorophenoxy)pyridin-3-yl)sulfonyl)-8-(morpholine-4-carbonyl)-3,8-diazabicyclo[3.2.1]octane